COC(=O)[C@H]1OC(O[C@H]1[C@@H](COCC1=CC=CC=C1)N=C(C1=CC=CC=C1)C1=CC=CC=C1)(C)C (4S,5S)-5-((R)-2-(benzyloxy)-1-((diphenyl-methylene)amino)ethyl)-2,2-dimethyl-1,3-dioxolane-4-carboxylic acid methyl ester